C(#N)CCNCCNCCC#N N,N'-bis(cyanoethyl)ethylenediamine